6-(2,5-dihydrofuran-3-yl)pyrimidin-4-amine O1CC(=CC1)C1=CC(=NC=N1)N